[Si].OC1=CC=C(C=C1)C(C)(C)C1=CC=C(C=C1)O bisphenol a silicon